N[C@@H]1CN(CCC1(F)F)C1=NC2=C(N1CC1=NC=C(C#N)C=C1)C(=CC(=C2)F)F (R)-6-((2-(3-Amino-4,4-difluoropiperidin-1-yl)-5,7-difluoro-1H-benzo[d]imidazol-1-yl)methyl)nicotinonitril